5-(4-((3-ethyl-5-fluoro-2-oxo-1,2,3,4-tetrahydroquinazolin-7-yl)methyl)piperazin-1-yl)-6-methyl-N-ethylpyridincarboxamide C(C)N1C(NC2=CC(=CC(=C2C1)F)CN1CCN(CC1)C=1C=CC(=NC1C)C(=O)NCC)=O